5-methoxy-1H-pyrrolo[3,2-b]pyridin-3-amine hydrochloride Cl.COC1=CC=C2C(=N1)C(=CN2)N